N-(3-fluoro-4-([2-(5-{[(2-methoxyethyl)amino]methyl}pyridin-2-yl)thieno[3,2-b]pyridin-7-yl]oxy)phenyl)-1-(4-fluorophenyl)-5,6-dimethyl-2-oxo-1,2-dihydropyridine-3-carboxamide FC=1C=C(C=CC1OC1=C2C(=NC=C1)C=C(S2)C2=NC=C(C=C2)CNCCOC)NC(=O)C=2C(N(C(=C(C2)C)C)C2=CC=C(C=C2)F)=O